3-[(2-chloro-6-fluorophenyl)methyl]-4-[3-(piperidin-1-yl)propyl]-4,5-dihydro-1,2,4-oxadiazol-5-one ClC1=C(C(=CC=C1)F)CC1=NOC(N1CCCN1CCCCC1)=O